(2S,3S,4S)-4-fluoro-3-hydroxypyrrolidine-2-carboxylic acid benzyl ester C(C1=CC=CC=C1)OC(=O)[C@H]1NC[C@@H]([C@H]1O)F